O(C)C1=C(C=C(C=C1)C)C(=O)C1CCCCC1 (2-methoxyl-5-methyl-phenyl)(cyclohexyl)-methanone